FC(C=1C(=C(C=CC1)[C@@H](C)NC=1C2=C(N=CN1)N(C(C(=C2)C2(CC1(CS(C1)(=O)=O)C2)O)=O)C)F)F 6-(4-{[(1R)-1-[3-(difluoromethyl)-2-fluorophenyl]ethyl]amino}-8-methyl-7-oxo-7H,8H-pyrido[2,3-d]pyrimidin-6-yl)-6-hydroxy-2λ6-thiaspiro[3.3]heptane-2,2-dione